(R or S)-5-(2-(3-(ethoxymethyl)-1-(2-(6-methylpyridin-3-yl)propan-2-yl)pyrrolidin-3-yl)ethyl)thiophene-2-carbonitrile C(C)OC[C@]1(CN(CC1)C(C)(C)C=1C=NC(=CC1)C)CCC1=CC=C(S1)C#N |o1:4|